3-{3-Methyl-2-oxo-4-[(7-{[(1r,4r)-4-aminocyclohexyl]methyl}-2,7-diazaspiro[3.5]nonan-2-yl)methyl]-1,3-benzodiazol-1-yl}piperidine-2,6-dione CN1C(N(C2=C1C(=CC=C2)CN2CC1(C2)CCN(CC1)CC1CCC(CC1)N)C1C(NC(CC1)=O)=O)=O